COC(=O)C1CC2=C(CC(C1=O)C(=O)OC)C=CC=C2 7-oxo-6,7,8,9-tetrahydro-5H-benzo[7]annulene-6,8-dicarboxylic acid dimethyl ester